2-(3,4,6,7,8,8a-hexahydro-1H-pyrrolo[1,2-a]pyrazin-2-yl)ethyl 2-[6-[5-(6-methyl-2-pyridyl)-1H-imidazol-4-yl]-3-quinolyl]pyridine-4-carboxylate CC1=CC=CC(=N1)C1=C(N=CN1)C=1C=C2C=C(C=NC2=CC1)C1=NC=CC(=C1)C(=O)OCCN1CC2N(CC1)CCC2